6-cyclopropaneamido-4-{[3-methoxy-4-(2-methyl-2H-1,2,3-triazol-4-yl)pyridin-2-yl]amino}-N-(2H3)methylpyridazine-3-carboxamide C1(CC1)C(=O)NC1=CC(=C(N=N1)C(=O)NC([2H])([2H])[2H])NC1=NC=CC(=C1OC)C1=NN(N=C1)C